{1-{1-[4-(1,3-benzoxazol-2-yl)benzoyl]piperidin-4-yl}-3-[4-(7H-pyrrolo[2,3-d]pyrimidin-4-yl)-1H-pyrazol-1-yl]azetidin-3-yl}acetonitrile O1C(=NC2=C1C=CC=C2)C2=CC=C(C(=O)N1CCC(CC1)N1CC(C1)(N1N=CC(=C1)C=1C3=C(N=CN1)NC=C3)CC#N)C=C2